N-(adamantan-1-yl)-4,5-dihydro-4-(4-fluoro-1-butyl)-7-(3-ethoxycarbonyl-1-oxopropoxy)-2-methyl-5-oxo-2H-pyrazolo[4,3-b]pyridin-6-carboxamide C12(CC3CC(CC(C1)C3)C2)NC(=O)C2=C(C=3C(N(C2=O)CCCCF)=CN(N3)C)OC(CCC(=O)OCC)=O